3-aminooxetane-3-carboxamide NC1(COC1)C(=O)N